2-(2-chloro-5-fluorophenyl)ethane-1-ol ClC1=C(C=C(C=C1)F)CCO